α-(2-Carboxyethyl)1,4,7,10-tetra-azacyclododecane-1,4,7,10-tetraacetic acid C(=O)(O)CCC(C(=O)O)N1CCN(CCN(CCN(CC1)CC(=O)O)CC(=O)O)CC(=O)O